1-tosyl-1H-indole-4-carbaldehyde S(=O)(=O)(C1=CC=C(C)C=C1)N1C=CC=2C(=CC=CC12)C=O